ClC=1C=C2C(=NC1)SC(=N2)CN2C1=C(OCC2=O)C=CC(=C1)C(=O)NO 4-((6-chlorothiazolo[5,4-b]pyridin-2-yl)methyl)-N-hydroxy-3-oxo-3,4-dihydro-2H-benzo[b][1,4]oxazine-6-carboxamide